1-Chloro-4-methanesulfonyl-pyrrolo[1,2-d][1,2,4]triazine ClC=1C=2N(C(=NN1)S(=O)(=O)C)C=CC2